(R)-5-((R)-3-(5-chloro-6-(trifluoromethyl)isoindolin-2-yl)-2-(hydroxymethyl)-3-oxopropyl)-5-cyclopropylimidazole-2,4-dione ClC=1C=C2CN(CC2=CC1C(F)(F)F)C([C@H](C[C@]1(C(NC(N1)=O)=O)C1CC1)CO)=O